allyl-(4-methoxyphenyl)dimethylsilylvinylmethylbis(trimethylsiloxy)silane sodium [Na].C(C=C)[Si](O[Si](C)(C)C)(O[Si](C)(C)C)CC=C[Si](C)(C)C1=CC=C(C=C1)OC